FC=1C=2N(C=C(C1)C1=C(C(=CC=C1)F)C)C=C(N2)N 8-fluoro-6-(3-fluoro-2-methylphenyl)imidazo[1,2-a]pyridin-2-amine